2-(pyridazin-4-yl)morpholine N1=NC=C(C=C1)C1CNCCO1